Ethyl 2-((4-fluorophenethyl)amino)pyrimidine-5-carboxylate FC1=CC=C(CCNC2=NC=C(C=N2)C(=O)OCC)C=C1